ClC1=C(C=2N=C(N=C(C2C(=N1)OC)N1C[C@@](CCC1)(O)C)SC)F (R)-1-(7-chloro-8-fluoro-5-methoxy-2-methylsulfanyl-pyrido[4,3-d]pyrimidin-4-yl)-3-methylpiperidin-3-ol